C(C1=CC=CC=C1)OC(=O)N[C@H](C(=O)OC)CC=O methyl (S)-2-(((benzyloxy) carbonyl) amino)-4-oxobutanoate